N-(7-((4,4-difluorocyclohexyl)methoxy)benzo[d]oxazol-4-yl)acrylamide FC1(CCC(CC1)COC1=CC=C(C=2N=COC21)NC(C=C)=O)F